C(C)OC(C=[N+]=[N-])=O.C(C)(C)(C)OC(=O)N[C@@H]1CC[C@H](CC1)OCC(=O)OCC Ethyl 2-(((trans)-4-((tert-butoxycarbonyl)amino)cyclohexyl)oxy)acetate Ethyl-diazoacetate